CC1(OB(OC1(C)C)C1=CC(=CC2=CC=CC=C12)O)C 4-(4,4,5,5-Tetramethyl-1,3,2-dioxaborolane-2-yl)naphthalen-2-ol